N1CC(C1)N1CC=2N=C(N=C(C2C1)N1CCOCC1)N/N=C/C1=CC(=CC=C1)C 6-(Azetidin-3-yl)-2-{(2E)-2-[(3-methylphenyl)methylidene]hydrazinyl}-4-(morpholin-4-yl)-6,7-dihydro-5H-pyrrolo[3,4-d]pyrimidine